NC1=CC=C2C(OC(C2=C1)=O)CC1=C(C=CC=C1)CC 6-amino-3-(2-ethylbenzyl)isobenzofuran-1(3H)-one